C(C)OC1=NC=CC=C1C1=CC=C2C(=N1)C=NN2C(C)C 5-(2-ethoxypyridin-3-yl)-1-isopropyl-1H-pyrazolo[4,3-b]Pyridine